ClC1=NC=CC2=C1CO[C@@]21CN(CCC1)CC1=C(N=C(S1)NC(C)=O)F |r| rac-N-(5-((4-chloro-3H-spiro[furo[3,4-c]pyridin-1,3'-piperidin]-1'-yl)methyl)-4-fluorothiazol-2-yl)acetamide